(3-chloro-4-(4-chlorophenyl)-2-azetidinon-1-yl)adamantanecarboxamide ClC1C(N(C1C1=CC=C(C=C1)Cl)C1C2(CC3CC(CC1C3)C2)C(=O)N)=O